O=C1NC(CCC1N1C(C2=CC=C(C=C2C1)N1CC(C1)N1CCC2(CN(C2)C(=O)OC(C)(C)C)CC1)=O)=O tert-butyl 7-(1-(2-(2,6-dioxopiperidin-3-yl)-1-oxoisoindolin-5-yl)azetidin-3-yl)-2,7-diazaspiro[3.5]nonane-2-carboxylate